C1(CC1)C([C@@H](C(=O)NC=1C(=NN(C1)[C@H](C)C1=CC=NNC1=O)F)NC(=O)C1=NON=C1C)C1CC1 |&1:13| N-[(1S)-1-(dicyclopropylmethyl)-2-[[3-fluoro-1-[(1RS)-1-(6-oxo-1H-pyridazin-5-yl)ethyl]pyrazol-4-yl]amino]-2-oxo-ethyl]-4-methyl-1,2,5-oxadiazole-3-carboxamide